2,6-bis(cyanomethyl)benzo[1,2-d:4,5-d']-bis-thiazole C(#N)CC=1SC2=C(N1)C=C1C(N=C(S1)CC#N)=C2